ethyl 2-(7-bromo-4,5-dihydro-2H-benzo[e]indazol-2-yl)-3-methylbutanoate BrC1=CC2=C(C3=CN(N=C3CC2)C(C(=O)OCC)C(C)C)C=C1